4-(4-(4-fluorophenyl)-6-(trifluoromethyl)pyridin-2-yl)piperazine-1-carboxylic acid tert-butyl ester C(C)(C)(C)OC(=O)N1CCN(CC1)C1=NC(=CC(=C1)C1=CC=C(C=C1)F)C(F)(F)F